4-(1-(2-Chloro-3-((isopropylamino)meth-yl)phenyl)-1H-imidazol-4-yl)-N-(1-(methylsulfonyl)piperidin-4-yl)-5-(trifluoromethyl)pyrimidin-2-amine ClC1=C(C=CC=C1CNC(C)C)N1C=NC(=C1)C1=NC(=NC=C1C(F)(F)F)NC1CCN(CC1)S(=O)(=O)C